N-(4-((2',6'-difluoro-[1,1'-biphenyl]-3-yl)amino)-7-(3-(4-ethylpiperazin-1-yl)propoxy)quinazolin-6-yl)acryl-amide FC1=C(C(=CC=C1)F)C1=CC(=CC=C1)NC1=NC=NC2=CC(=C(C=C12)NC(C=C)=O)OCCCN1CCN(CC1)CC